BrC1=CC=C(C=N1)NC(=O)[C@H](C(C1CC1)C1CC1)NC(OC(C)(C)C)=O tert-butyl N-[(1S)-1-[(6-bromo-3-pyridyl)carbamoyl]-2,2-dicyclopropyl-ethyl]carbamate